ClC1=CC=C(S1)C(=O)N1CCNCC1 (5-chlorothiophene-2-yl)(piperazin-1-yl)methanone